COC1=CC=C2C=CC=C(C2=C1)CCN1C(C=2C(C1=O)=CC=CC2)=O N-[2-(7-methoxy-1-naphthyl)ethyl]-phthalimide